CC1=C(C=CC=2OCCNC21)NC2=C(C(NC=C2)=O)C(=O)NC2=CC=C(C=C2)N2CCN(CC2)C 4-((5-Methyl-3,4-dihydro-2H-benzo[b][1,4]oxazin-6-yl)amino)-N-(4-(4-methylpiperazin-1-yl)phenyl)-2-oxo-1,2-dihydropyridine-3-carboxamide